P(O)(=O)(OP(=O)(O)OP(=O)(O)O)OC[C@@H]1[C@H]([C@H]([C@@H](O1)N1C=NC=2C(N)=NC=NC12)OC)O O-methyl adenosine-5'-triphosphate